CC1=C(C(=CC=C1)C)C=1C=C(SC1)[C@H](CC(=O)O)NC(=O)NC=1C(N(C=CC1O)C)=O (S)-3-(4-(2,6-dimethylphenyl)thiophen-2-yl)-3-(3-(4-hydroxy-1-methyl-2-oxo-1,2-dihydropyridin-3-yl)ureido)propionic acid